1-(5-(aminomethyl)thiophen-2-yl)-2-((7-methyl-2-(trifluoromethyl)pyrazolo[1,5-a][1,3,5]triazin-4-yl)thio)ethan-1-one hydrochloride Cl.NCC1=CC=C(S1)C(CSC1=NC(=NC=2N1N=C(C2)C)C(F)(F)F)=O